2-(2',3',4'-Tri-O-benzoyl-β-D-xylopyranosyl)-5-(pyridin-2-yl)-1,3,4-oxadiazole C(C1=CC=CC=C1)(=O)O[C@H]1[C@@H](OC[C@H]([C@@H]1OC(C1=CC=CC=C1)=O)OC(C1=CC=CC=C1)=O)C=1OC(=NN1)C1=NC=CC=C1